exo-N-(8-amino-7-fluoro-6-(4-methylpyridin-3-yl)isoquinolin-3-yl)-2-hydroxybicyclo[4.1.0]heptane-7-carboxamide NC=1C(=C(C=C2C=C(N=CC12)NC(=O)C1C2CCCC(C12)O)C=1C=NC=CC1C)F